trioctyl-aluminium C(CCCCCCC)[Al](CCCCCCCC)CCCCCCCC